Tert-butyl (5-aminopentyl) carbamate CC(C)(C)OC(=O)NCCCCCN